N-(3-(carbamoylamino)-4-fluorophenyl)-5-chloro-2-(7-fluorochroman-4-yl)-4-trifluoromethylbenzamide C(N)(=O)NC=1C=C(C=CC1F)NC(C1=C(C=C(C(=C1)Cl)C(F)(F)F)C1CCOC2=CC(=CC=C12)F)=O